Acryloyl-3-propylpiperidine C(C=C)(=O)N1CC(CCC1)CCC